C(C=C)(=O)OCCCCCCCCCC[Si](OC)(OC)CC acryloyloxydecylethyldimethoxysilane